2-(diethylamino)ethyl 4-nitrobenzoate hydrochloride Cl.[N+](=O)([O-])C1=CC=C(C(=O)OCCN(CC)CC)C=C1